4-[4-(tert-butoxycarbonyl)piperazin-1-yl]-2-(hydroxymethyl)benzoic acid C(C)(C)(C)OC(=O)N1CCN(CC1)C1=CC(=C(C(=O)O)C=C1)CO